trans-4-((4-(2-Cyclopropyloxazol-4-yl) pyridin-2-yl)((trans-4-(5-methoxy-6-methylpyridin-2-yl)cyclohexyl)methyl) carbamoyl)cyclohexyl (2-hydroxyethyl)(methyl)carbamate OCCN(C(O[C@@H]1CC[C@H](CC1)C(N(C[C@@H]1CC[C@H](CC1)C1=NC(=C(C=C1)OC)C)C1=NC=CC(=C1)C=1N=C(OC1)C1CC1)=O)=O)C